1-(p-methoxyphenyl)-2-propanol COC1=CC=C(C=C1)CC(C)O